5-(methylsulfinyl)benzofuran-2-carboxylic acid methyl ester COC(=O)C=1OC2=C(C1)C=C(C=C2)S(=O)C